1-(3-fluoro-pyridin-2-yl)-ethanone FC=1C(=NC=CC1)C(C)=O